FC1=C(C=C(C=C1C)C1=C(C=C(C=C1C)Cl)C)CCC(=O)O 3-(4-fluoro-4'-chloro-2',5,6'-trimethyl-[1,1'-biphenyl]-3-yl)propionic acid